COC=1C2=CN(N=C2C=CC1B1OC(C(O1)(C)C)(C)C)C 4-Methoxy-2-methyl-5-(4,4,5,5-tetramethyl-1,3,2-dioxaborolan-2-yl)-2H-indazole